5,21-diethyl-7,10,13,16,19-pentaoxapentacosan-5,20-diene C(C)C(CCCC)=COCCOCCOCCOCCOC=C(CCCC)CC